OCCN(C(=O)C=1OC=CC1)CCO N,N-bis(2-hydroxyethyl)-2-furancarboxamide